8-(2,3,3a,4,5,6,7,7a-octahydroindol-1-yl)-N-[(4S)-chroman-4-yl]-4-(dimethylamino)-1,7-naphthyridine-3-carboxamide N1(CCC2CCCCC12)C=1N=CC=C2C(=C(C=NC12)C(=O)N[C@H]1CCOC2=CC=CC=C12)N(C)C